[(7S,9aS)-7-(3-chloro-4-fluorophenyl)-1,3,4,6,7,8,9,9a-octahydropyrido[1,2-a]pyrazin-2-yl]-[2-chloro-3-(difluoromethoxy)phenyl]methanone ClC=1C=C(C=CC1F)[C@@H]1CC[C@@H]2N(CCN(C2)C(=O)C2=C(C(=CC=C2)OC(F)F)Cl)C1